(2R)-2-{[4-bromo-1-(pyrazin-2-yl)-5-(pyridazin-4-yl)-1H-pyrazol-3-yl]Oxy}propionic acid methyl ester COC([C@@H](C)OC1=NN(C(=C1Br)C1=CN=NC=C1)C1=NC=CN=C1)=O